(S)-3-(1-hydroxy-propan-2-yl)-8-(pyridin-2-yl)-6-(6-(trifluoromethyl)pyridin-3-yl)pyrido[3,4-d]pyrimidin-4(3H)-one OC[C@H](C)N1C=NC2=C(C1=O)C=C(N=C2C2=NC=CC=C2)C=2C=NC(=CC2)C(F)(F)F